ClC=1C=C(C=O)C=CC1OCC=1C(=C(C=CC1)C1=C(C(=CC=C1)C=1OC(=NN1)CN1C[C@@H](CC1)O)C)C (R)-3-chloro-4-((3'-(5-((3-hydroxypyrrolidin-1-yl)methyl)-1,3,4-oxadiazol-2-yl)-2,2'-dimethyl-[1,1'-biphenyl]-3-yl)methoxy)benzaldehyde